CC=1C=C(C=CC1S(=O)(=O)C)B(O)O (3-methyl-4-methylsulfonyl-phenyl)boronic acid